C(C)OC(C(C)OC1=CC2=C(SC(=C2)C(CCC(=O)OCC)=O)C=C1OC)OCC ethyl 4-(5-((1,1-diethoxypropan-2-yl)oxy)-6-methoxybenzo[b]thiophen-2-yl)-4-oxobutanoate